(E)-N-(3-(1H-imidazol-1-yl)-1-oxo-1-(pyridin-4-ylamino)propan-2-yl)-3-(naphthalen-2-yl)acrylamide N1(C=NC=C1)CC(C(NC1=CC=NC=C1)=O)NC(\C=C\C1=CC2=CC=CC=C2C=C1)=O